N4-[2-(6-methyl-2-pyridyl)pyrimidin-4-yl]-N2-phenyl-pyrimidine-2,4-diamine CC1=CC=CC(=N1)C1=NC=CC(=N1)NC1=NC(=NC=C1)NC1=CC=CC=C1